COC(=O)C=1[C@@H](N=C(NC1C12C3C4C5(C3C1C5C24)CC(=O)OC)C=2SC=CN2)C2=C(C=C(C=C2)F)Cl.C2(=CC=CC=C2)C=2C=C4C=NC=NC4=CC2 |o1:5| 6-Phenyl-quinazolin (4R*)-methyl-4-(2-chloro-4-fluorophenyl)-6-((2R,3R,4S,5S)-4-(2-methoxy-2-oxoethyl)cuban-1-yl)-2-(thiazol-2-yl)-1,4-dihydropyrimidine-5-carboxylate